ClC=1C=C(C=C(C1C)OCCCN(C)C)NC(OC(C)(C)C)=O tert-butyl (3-chloro-5-(3-(dimethylamino)propoxy)-4-methylphenyl)carbamate